2,2'-Dihydroxy-1,1'-biphenanthrene OC1=C(C=2C=CC3=CC=CC=C3C2C=C1)C1=C(C=CC=2C3=CC=CC=C3C=CC12)O